C(C)(=O)N[C@H]1C(O)O[C@@H]([C@H]([C@@H]1O[C@@H](C(=O)O)C)O)CO N-acetyl-D-muramic acid